OC=1N(N=C2C1N(C(C=C2)=O)C([2H])([2H])[2H])C2OCCCC2 hydroxy-4-(methyl-d3)-2-(tetrahydro-2H-pyran-2-yl)-2,4-dihydro-5H-pyrazolo[4,3-B]pyridin-5-one